NC=1C(=NC(=CC1)F)/C=C/C(=O)OC methyl (E)-3-(3-amino-6-fluoropyridin-2-yl)acrylate